(5-p-toluenesulfonyloxy-imino-5H-thiophen-2-ylidene)-(2-methylphenyl)acetonitrile CC1=CC=C(C=C1)S(=O)(=O)OC1C=CC(S1=N)=C(C#N)C1=C(C=CC=C1)C